N-(2-(2,6-dioxo-piperidin-3-yl)-3-oxoisoindolin-5-yl)-4-fluorobenzene-sulfonamide O=C1NC(CCC1N1CC2=CC=C(C=C2C1=O)NS(=O)(=O)C1=CC=C(C=C1)F)=O